C1(CC1)C1=C(C(=NO1)C1=C(C=CC=C1Cl)Cl)COC1C[C@H]2CC[C@@H](C1)N2 (1r,3s,5s)-3-((5-cyclopropyl-3-(2,6-dichlorophenyl)isoxazol-4-yl)methoxy)-8-azabicyclo[3.2.1]octane